C(=O)(OC(C)(C)C)N1CCC(CC1)(C(=O)N)C1=CC(=CC=C1)F 1-Boc-4-(3-fluorophenyl)piperidine-4-carboxamide